1-benzyl-5-(1-(3-hydroxy-4,5-dimethoxyphenyl)-1H-pyrazol-4-yl)piperidin-3-ol C(C1=CC=CC=C1)N1CC(CC(C1)C=1C=NN(C1)C1=CC(=C(C(=C1)OC)OC)O)O